C(C1=CC=C(C(=O)O)C=C1)(=O)O.C(CCO)O (1,3-propanediol) terephthalate